(R)-N-(2-(4-cyanothiazolidin-3-yl)-2-oxoethyl)-6-(piperidin-1-yl)quinolin C(#N)[C@H]1N(CSC1)C(CN1CC=CC2=CC(=CC=C12)N1CCCCC1)=O